4-((3-methoxy-4-((4-((2-methyl-6-(methylcarbamoyl)phenyl)amino)-5-(trifluoromethyl)pyrimidin-2-yl)amino)phenyl)amino)adamantan COC=1C=C(C=CC1NC1=NC=C(C(=N1)NC1=C(C=CC=C1C(NC)=O)C)C(F)(F)F)NC1C2CC3CC(CC1C3)C2